4-methyl-1,3,4-oxathiazinane 3,3-dioxide CN1S(COCC1)(=O)=O